N(=[N+]=[N-])CCCC=1C(=NC(NC1)=O)N 5-(3-azidopropyl)-cytosine